methyl (R)-6-(tert-butyl)-10-((8-(2-ethylbutoxy)-8-oxooctyl)oxy)-2-oxo-6,7-dihydro-2H-pyrido[2',1':3,4]pyrazino[1,2-b]indazole-3-carboxylate C(C)(C)(C)[C@H]1N2C(C=3N(N=C4C(=CC=CC34)OCCCCCCCC(=O)OCC(CC)CC)C1)=CC(C(=C2)C(=O)OC)=O